(5-((4-(4-chlorothiazol-2-yl)piperazin-1-yl)sulfonyl)indolin-1-yl)(isoindolin-5-yl)methanone ClC=1N=C(SC1)N1CCN(CC1)S(=O)(=O)C=1C=C2CCN(C2=CC1)C(=O)C=1C=C2CNCC2=CC1